3-[5-(trifluoromethyl)pyrazin-2-yl]-3,6-diazabicyclo[3.1.1]heptane FC(C=1N=CC(=NC1)N1CC2NC(C1)C2)(F)F